(2R)-4-(4-bromo-3-methyl-2-nitro-phenylamino)-1-[tert-butyl-(dimethyl)silyl]Oxy-butan-2-ol BrC1=C(C(=C(C=C1)NCC[C@H](CO[Si](C)(C)C(C)(C)C)O)[N+](=O)[O-])C